C(C)(C)(C)OC(=O)N1CC(CCC1)N(C(C1=C(C=C(C=C1)C=1N=NN(C1)C)F)=O)C1=NC=CC2=CC(=CC=C12)/C=C/C(=O)O (E)-3-(1-(N-(1-(tert-butoxycarbonyl)piperidin-3-yl)-2-fluoro-4-(1-methyl-1H-1,2,3-triazol-4-yl)benzamido)-isoquinolin-6-yl)acrylic acid